1,4-bis(N-carbazolyl)benzene C1=CC=CC=2C3=CC=CC=C3N(C12)C1=CC=C(C=C1)N1C2=CC=CC=C2C=2C=CC=CC12